CC1=C(C=C(C=C1)NC2=CC=CC=C2)C 3,4-dimethyldiphenylamine